4-{2-[5-Bromo-2-(4-methoxy-2,3-dimethylbenzensulfonamido)phenyl]-ethynyl}isochinolin BrC=1C=CC(=C(C1)C#CC1=CN=CC2=CC=CC=C12)NS(=O)(=O)C1=C(C(=C(C=C1)OC)C)C